[K+].C(C=CC=CC)(=O)[O-] hexadienoic acid potassium salt